N1=CC(=CC=C1)C=1C=C(N)C=CC1 3-(3-pyridyl)aniline